ClC1=NC=C(C(=C1)C(=O)NCC(F)(F)C1=C(C=C(C=C1)F)F)OC1=CC(=CC=C1)C1CC1 2-chloro-5-(3-cyclopropyl-phenoxy)-N-[2-(2,4-difluorophenyl)-2,2-difluoro-ethyl]pyridine-4-carboxamide